3,4-difluoro-1-(4'-(diphenylamino)-[1,1'-biphenyl]-4-yl)-2-pyrrolecarboxaldehyde FC1=C(N(C=C1F)C1=CC=C(C=C1)C1=CC=C(C=C1)N(C1=CC=CC=C1)C1=CC=CC=C1)C=O